O1C(=NC2=C1C=CC=C2)C=2N=C(N(C(C2O)=O)C)N(C)C(C2=CC=C(C=C2)CC(=O)OC)C2=CC=CC=C2 methyl 2-[4-({[4-(1,3-benzoxazol-2-yl)-5-hydroxy-1-methyl-6-oxopyrimidin-2-yl](methyl)amino}(phenyl)methyl)phenyl]acetate